methyl 2-chloro-5-((4,6-difluoro-5-(4'-((3-((2-hydroxyethoxy)methyl)azetidin-1-yl)methyl)-[1,1'-biphenyl]-4-yl)-1H-benzo[d]imidazol-2-yl)oxy)benzoate ClC1=C(C(=O)OC)C=C(C=C1)OC1=NC2=C(N1)C=C(C(=C2F)C2=CC=C(C=C2)C2=CC=C(C=C2)CN2CC(C2)COCCO)F